(1-(methylsulfonyl)piperidin-4-yl)methylamine CS(=O)(=O)N1CCC(CC1)CN